tert-butyl 8-(2-(2,6-dioxopiperidin-3-yl)-1-oxoisoindolin-5-yl)-2,8-diazaspiro[4.5]decane-2-carboxylate O=C1NC(CCC1N1C(C2=CC=C(C=C2C1)N1CCC2(CCN(C2)C(=O)OC(C)(C)C)CC1)=O)=O